N-formyl-hexamethyleneimine C(=O)N1CCCCCC1